N,N,N-trimethylpyridin-2-aminium chloride [Cl-].C[N+](C1=NC=CC=C1)(C)C